trans-4-(2-Amino-2-methylpropanoyl)-N-[1-(4-{[4-amino-3-methylpiperidin-1-yl]methyl}phenyl)-2-oxo-1,2-dihydropyrimidin-4-yl]piperazine-1-carboxamide hydrochloride salt Cl.NC(C(=O)N1CCN(CC1)C(=O)NC1=NC(N(C=C1)C1=CC=C(C=C1)CN1C[C@H]([C@@H](CC1)N)C)=O)(C)C